C[C@H]1C[C@H](CNC1)CO |r| Rac-cis-[(3R,5S)-5-methyl-3-piperidyl]-methanol